NC1=NC(=C2C(=N1)N(N=C2)CC2=CC(=C(C=C2)[N+](=O)[O-])C)C=2C(=C(C#N)C=CC2)F 3-[6-amino-1-[(3-methyl-4-nitro-phenyl)methyl]pyrazolo[3,4-d]pyrimidin-4-yl]-2-fluoro-benzonitrile